CC1=C(C=CC=C1C=1OC2=C(N1)C=C(C(=C2)SC)CN[C@H](C)C(=O)O)C2=CC=CC=C2 ((2-(2-methyl-[1,1'-biphenyl]-3-yl)-6-(methylthio)benzo[d]oxazol-5-yl)methyl)-D-alanine